benzoquinolamine N1=C(C=CC2=CC=C3C(=C12)C=CC=C3)N